3-p-fluorophenyl-1,5-pentanediol FC1=CC=C(C=C1)C(CCO)CCO